(S)-5-(4-aminobenzamido)-2-(4-(((2,4-diaminopteridin-6-yl)methyl)(methyl)amino)-benzamido)pentanoic acid NC1=CC=C(C(=O)NCCC[C@@H](C(=O)O)NC(C2=CC=C(C=C2)N(C)CC=2N=C3C(=NC(=NC3=NC2)N)N)=O)C=C1